methyl 1-(5-((2,6-dichlorophenyl)ethynyl)-2,3-dihydro-1H-inden-1-yl)piperidine-4-carboxylate ClC1=C(C(=CC=C1)Cl)C#CC=1C=C2CCC(C2=CC1)N1CCC(CC1)C(=O)OC